ClC1=NC=C(C(=C1)N[C@@H]1COC[C@H]1COC=1C(=NN(C1)C1CCC1)C)C(F)(F)F 2-Chloro-N-((3S,4S)-4-(((1-cyclobutyl-3-methyl-1H-pyrazol-4-yl)oxy)methyl)tetrahydrofuran-3-yl)-5-(trifluoromethyl)pyridin-4-amine